ClC1=NC=C(C2=C1C=C(S2)NC(OC(C)(C)C)=O)C tert-Butyl (4-chloro-7-methylthieno[3,2-c]pyridin-2-yl)carbamate